isochromeno[6,5,4-def]-isochromene-1,3,6,8-tetraone C1(OC(C=2C=CC3=C4C2C1=CC=C4C(OC3=O)=O)=O)=O